acetamidobenzoyl chloride C(C)(=O)NC1=C(C(=O)Cl)C=CC=C1